2-[[(1R)-1-[2-(6-azaspiro[2.5]octan-6-yl)-4-oxo-6-(trifluoromethyl)chromen-8-yl]ethyl]amino]benzoic acid C1CC12CCN(CC2)C=2OC1=C(C=C(C=C1C(C2)=O)C(F)(F)F)[C@@H](C)NC2=C(C(=O)O)C=CC=C2